3,6-dihydro-pyran-4-boronic acid pinacol ester O1CCC(=CC1)B1OC(C)(C)C(C)(C)O1